C(C=C)(=O)OC1=CN=CN1CCNC 1-(2-(methylamino) ethyl)-1H-imidazol-5-yl acrylate